C(C)[S](CC)(F)(F)F diethyl-sulfur trifluoride